[Rh].[Rh].[Pd].[Ru] ruthenium palladium rhodium-rhodium